N-(5-(4-(4-((5-(tert-butyl)-1,3,4-thiadiazol-2-yl)oxy)phenyl)piperidine-1-carbonyl)-2-cyclopropoxyphenyl)-1-phenylmethanesulfonamide C(C)(C)(C)C1=NN=C(S1)OC1=CC=C(C=C1)C1CCN(CC1)C(=O)C=1C=CC(=C(C1)NS(=O)(=O)CC1=CC=CC=C1)OC1CC1